CC(CCCCCCC(=O)O)CCCC(C)C 8,12-dimethyltridecanoic acid